OC=1C=C(C=CC1)C1=C(C(=O)O)C=CC(=C1)F 2-(3'-hydroxyphenyl)-4-fluorobenzoic acid